C1=C(C=CC2=CC(=CC=C12)C(=O)OC)C(=O)OC dimethyl 2,6-naphthalene-dicarboxylate